3-propanesultone, lithium salt [Li].C1CCOS1(=O)=O